NCCOC=1C=C(C(=O)N(C)C)C=CC1 3-(2-aminoethoxy)-N,N-dimethylbenzamide